C(C)(C)(C)OC(N(COC)C(C)C)=O N-isopropyl-N-(methoxymethyl)carbamic acid tert-butyl ester